(1-(tert-butoxycarbonyl)-2,5-dihydro-1H-pyrrol-3-yl)boronic acid C(C)(C)(C)OC(=O)N1CC(=CC1)B(O)O